3-chloro-N-((5-methyl-1,3,4-oxadiazol-2-yl)methyl)pyridinamide ClC=1C(=NC=CC1)C(=O)NCC=1OC(=NN1)C